Cα-Formylglycin C(=O)C(N)C(=O)O